C(=O)C=1C=CC(=C2CN(C(NC12)=O)C1CCC(CC1)C(=O)NC1=CC(=C(C=C1)C)OC)C (1s,4s)-4-(8-Formyl-5-methyl-2-oxo-1,2-dihydroquinazolin-3(4H)-yl)-N-(3-methoxy-4-methylphenyl)cyclohexanecarboxamide